FC1=C(C=C(C#N)C=C1)S(=O)(=O)N1CCC2(CC(CO2)=O)CC1 4-fluoro-3-((3-oxo-1-oxa-8-azaspiro[4.5]decan-8-yl)sulfonyl)benzonitrile